FC1=C(C=C(C=C1)OC=1C(=C2C=CNC2=C(C1F)F)F)C=1NC(=CN1)C(C=1C=C(C=CC1)CCC(=O)OCC)O ethyl 3-(3-((2-(2-fluoro-5-((4,6,7-trifluoro-1H-indol-5-yl)oxy)phenyl)-1H-imidazol-5-yl)(hydroxy)methyl)phenyl)propanoate